(R)-2-bromo-N-(2-methyl-5-(2-(2-methylpyrrolidin-1-yl)acetamido)pyridin-3-yl)pyrazolo[5,1-b]thiazole-7-carboxamide BrC1=CN2C(S1)=C(C=N2)C(=O)NC=2C(=NC=C(C2)NC(CN2[C@@H](CCC2)C)=O)C